(R)-1-(6-Nitrophthalazin-1-yl)pyrrolidin-3-amine 2,2,2-trifluoroacetate salt FC(C(=O)O)(F)F.[N+](=O)([O-])C=1C=C2C=NN=C(C2=CC1)N1C[C@@H](CC1)N